ClC1=C(C=C(C(=O)NC=2SC3=C(N2)C=CC(=C3)C(=O)O)C=C1)OC 2-(4-chloro-3-methoxybenzamido)benzo[d]thiazole-6-carboxylic acid